3-[7-(3,9-diazaspiro[5.5]undecan-3-yl)-1-methyl-indazol-3-yl]piperidine-2,6-dione C1CN(CCC12CCNCC2)C=2C=CC=C1C(=NN(C21)C)C2C(NC(CC2)=O)=O